COC(=O)C=1N=CC2=C(C=CC=C2C1C(=C)C)[N+](=O)[O-] 8-Nitro-4-(prop-1-en-2-yl)isoquinoline-3-carboxylic acid methyl ester